5-bromo-3-(2,4,7,9-tetraoxadecan-5-yl)-2-methoxypyridine BrC=1C=C(C(=NC1)OC)C(OCOC)COCOC